tert-butyl (3S,4S)-3-(((E)-4-(4-bromo-2,5-difluorophenyl)-4-carbonylbut-2-en-2-yl)amino)-4-hydroxypyrrolidine-1-carboxylate BrC1=CC(=C(C=C1F)C(/C=C(\C)/N[C@H]1CN(C[C@@H]1O)C(=O)OC(C)(C)C)=C=O)F